CC(C(=O)OCC(C)(N=C=S)C1=CC(=C(C=C1)Cl)F)(C)C 2-(4-chloro-3-fluorophenyl)-2-isothiocyanatopropyl 2,2-dimethylpropionate